C1=CC=CC=2C3=CC=CC=C3C(C12)COC(=O)NCCOCCC(=O)ON1C(CCC1=O)=O 2,5-dioxopyrrolidin-1-yl 3-(2-((((9H-fluoren-9-yl)methoxy)carbonyl)amino)ethoxy)propanoate